COC1=C(C(=C(C=2C(C(=C(OC12)C1=CC=C(O)C=C1)O)=O)O)OC)O dimethoxy-kaempferol